(3-(difluoromethyl)-4-(prop-2-yn-1-ylamino)phenyl)dimethylphosphine oxide FC(C=1C=C(C=CC1NCC#C)P(C)(C)=O)F